C(C)(C)(C)OC(=O)N1CCC2(CC2CNC(=O)NCC2=CC=C(C=C2)OC)CC1 1-((3-(4-methoxybenzyl)ureido)methyl)-6-azaspiro[2.5]octane-6-carboxylic acid tert-butyl ester